1-hydroxy-2-mercaptoethane OCCS